COC=1C=C(C=CC1OC)C=1C=NNC1C1=CC=C(C2=CC=CC=C12)OC 4-(3,4-dimethoxyphenyl)-5-(4-methoxynaphthalene-1-yl)-1H-pyrazole